1-((2-(3-hydroxypyrrolidin-1-yl)pyrimidin-5-yl)-methyl)-3-(4-(2-(4-meth-oxyphenyl)propan-2-yl)-thiazol-2-yl)urea OC1CN(CC1)C1=NC=C(C=N1)CNC(=O)NC=1SC=C(N1)C(C)(C)C1=CC=C(C=C1)OC